tris(2-hydroxyethyl)-N'-(2-hydroxypropyl) propylenediamine sulfamate S(N)(O)(=O)=O.OCCN(CC(C)N(CC(C)O)CCO)CCO